bis(3-trimethoxysilylpropyl)-ethylenediamine CO[Si](CCCNCCNCCC[Si](OC)(OC)OC)(OC)OC